FC(F)C=1N=C(SC1)C(=O)N Difluoromethyl-thiazoleamide